N1N=CC(=C1)C1=CC=C(C=C1)N1C(N(C2(C1)CCN(CC2)CC(C)(C)O)CC2=CC(=CC=C2)OC)=O 3-(4-(1H-pyrazol-4-yl)phenyl)-8-(2-hydroxy-2-methylpropyl)-1-(3-methoxybenzyl)-1,3,8-triazaspiro[4.5]decan-2-one